Cl.O=C1NC(CCC1NC=1C=C(C=CC1)NC(=O)C1CC1)=O N-(3-((2,6-dioxopiperidin-3-yl)amino)phenyl)cyclopropanecarboxamide hydrochloride